((1S,4S,6R)-6-((5-chloropyrimidin-2-yl)amino)-2-azabicyclo[2.2.1]heptan-2-yl)(2-fluoro-6-(pyrimidin-2-yl)phenyl)methanone ClC=1C=NC(=NC1)N[C@@H]1C[C@@H]2CN([C@H]1C2)C(=O)C2=C(C=CC=C2C2=NC=CC=N2)F